2-(methoxymethyl)imidazo[1,2-b]Pyridazine-6-carboxylic acid COCC=1N=C2N(N=C(C=C2)C(=O)O)C1